3-(isoquinolin-8-yl)propionic acid C1=NC=CC2=CC=CC(=C12)CCC(=O)O